S(N)(=O)(=O)C1CCN(CC1)C(=O)C=1OC2=C(N1)CN(C2)C(=O)OCC2=NC=C(C=C2NC(C(C)(C)C)=O)C(F)(F)F [3-(2,2-dimethylpropanoylamino)-5-(trifluoromethyl)pyridin-2-yl]methyl 2-(4-sulfamoylpiperidine-1-carbonyl)-4,6-dihydropyrrolo[3,4-d][1,3]oxazole-5-carboxylate